NC\C=C(\CN1C2=NC=NC(=C2N(C1=O)C)C1=CC(=CC=C1)S(=O)(=O)C)/F (Z)-9-(4-amino-2-fluorobut-2-en-1-yl)-7-methyl-6-(3-(methylsulfonyl)phenyl)-7,9-dihydro-8H-purin-8-one